(S,S)-1-(3-(4-(1-methyl-1H-pyrazol-3-yl)-6-(3-(trifluoromethyl)pyrrolidin-1-yl)pyridin-3-yl)pyrrolidin-1-yl)prop-2-en-1-one CN1N=C(C=C1)C1=C(C=NC(=C1)N1C[C@H](CC1)C(F)(F)F)[C@H]1CN(CC1)C(C=C)=O